S1C(=NC2=C1C=CC=C2)C=2C=CC(=C(OCCCCCCCC(=O)NO)C2)OC 8-(5-(benzo[d]thiazol-2-yl)-2-methoxyphenoxy)-N-hydroxyoctanamide